N-(7-bromo-5-methyl-4-carbonyl-2,3,4,5-tetrahydrobenzo[b][1,4]oxazepin-3-yl)-5-fluoro-4-(isopropylamino)pyridine-2-carboxamide BrC1=CC2=C(OCC(C(N2C)=C=O)NC(=O)C2=NC=C(C(=C2)NC(C)C)F)C=C1